2'-[5-fluoro-2-[(1-methylsulfonylpiperidin-4-yl)amino]pyrimidin-4-yl]-3',5'-dimethylspiro[cyclohexane-4,6'-thieno[2,3-c]pyrrole]-1,4'-dione FC=1C(=NC(=NC1)NC1CCN(CC1)S(=O)(=O)C)C1=C(C2=C(C3(N(C2=O)C)CCC(CC3)=O)S1)C